glycidoxy pentyl-vinyl ether C(CCCC)C=COOCC1CO1